C(C)(C)(C)C1OC2=C(C(N3[C@@H]1CNCC3)=O)C(=NC(=C2Cl)Cl)N2C(CC(C2)O)(C)C tert-Butyl-(6aR)-3,4-dichloro-1-(4-hydroxy-2,2-dimethylpyrrolidin-1-yl)-12-oxo-6a,7,9,10-tetrahydro-6H-pyrazino[2,1-c]pyrido[3,4-f][1,4]oxazepine